O=C(CC(=O)O[C@H]1[C@@H](CC[C@H](C1)C)C(C)C)C (1R,2S,5R)-2-isopropyl-5-methylcyclohexyl 3-oxobutanoate